CC(C)(C)[S@](=O)NC(C)C1=NC(=NS1)N1CCCCC1 (S)-2-methyl-N-(1-(3-(piperidin-1-yl)-1,2,4-thiadiazol-5-yl)ethyl)propane-2-sulfinamide